ClC1=NC(=CC(=N1)NC1=NC=NC2=CC(=CC=C12)F)N1CCOCC1 N-(2-chloro-6-morpholinylpyrimidin-4-yl)-7-fluoroquinazolin-4-amine